2,5,8,11-Tetra-(4,4,5,5-tetramethyl-1,3,2-dioxaborolan-2-yl)-perylen CC1(OB(OC1(C)C)C1=CC=2C=3C=C(C=C4C=C(C=C(C5=CC(=CC(=C1)C52)B5OC(C(O5)(C)C)(C)C)C43)B4OC(C(O4)(C)C)(C)C)B4OC(C(O4)(C)C)(C)C)C